C1(CC1)N1N=CC(=C1)N(S(=O)(=O)NC(=O)NC1=C(SC(=C1)C)C(C)C)C1CN(CCC1)C 1-[(1-Cyclopropyl-1H-pyrazol-4-yl)(1-methylpiperidin-3-yl)sulfamoyl]-3-[5-methyl-2-(propan-2-yl)thiophen-3-yl]urea